Racemic-3-hydroxy-3-methyldihydroindol-2-one OC1(C(NC2=CC=CCC12)=O)C